C(C)(C)(C)C=1C=C(C=C(C1O)CC1=C(C(=CC(=C1)C(C)(C)C)C(C)(C)C)O)C=1C=C(C=CC1)OC(CC)=O 3-(3-(tert-butyl)-5-(3,5-di-tert-butyl-2-hydroxybenzyl)-4-hydroxyphenyl)phenylpropionate